ethyl [2-cyano-6-(propan-2-yl)phenyl]carbamate C(#N)C1=C(C(=CC=C1)C(C)C)NC(OCC)=O